5-bromo-1-(1-(3-fluoro-4-methylphenyl)ethyl)-2-oxo-2,3-dihydro-1H-benzo[b]azepine-4-carboxylic acid BrC=1C2=C(N(C(CC1C(=O)O)=O)C(C)C1=CC(=C(C=C1)C)F)C=CC=C2